ClC1=CC=C(C=C1)C1=C(CCC(C1)(C)C)CN1C2CN(C(C1)C2)C(=O)C=2C=C1CN(C(C1=CC2)=O)C2C(NC(CC2)=O)=O 3-(5-(5-((4'-chloro-5,5-dimethyl-3,4,5,6-tetrahydro-[1,1'-biphenyl]-2-yl)methyl)-2,5-diazabicyclo[2.2.1]heptane-2-carbonyl)-1-oxoisoindolin-2-yl)piperidine-2,6-dione